OC1O[C@@H]([C@H]([C@@H]([C@H]1NC(C)=O)O)O)CO N-((3R,4R,5S,6R)-2,4,5-trihydroxy-6-(hydroxymethyl)tetrahydro-2H-pyran-3-yl)acetamide